N-methyl-6-(trifluoromethyl)-2,3-dihydrofuro[2,3-b]pyridin-3-amine CNC1COC2=NC(=CC=C21)C(F)(F)F